5'-THYMIDYLIC ACID [C@@H]1(C[C@H](O)[C@@H](COP(=O)(O)O)O1)N1C(=O)NC(=O)C(C)=C1